tetrazine-aldehyde N1=NN=NC(=C1)C=O